2-(2,2-bis(8-((3-(propylthio)propyl)thio)octyl)-1,3-dioxolan-4-yl)-N,N-dimethylethan-1-amine C(CC)SCCCSCCCCCCCCC1(OCC(O1)CCN(C)C)CCCCCCCCSCCCSCCC